ClC1=C(C=C(C=C1)N1C=NN(C1=O)CSC1=CC(=C(OCC(=O)OCC)C=C1)C)C Ethyl 2-(4-(((4-(4-chloro-3-methyl-phenyl)-5-oxo-4,5-dihydro-1H-1,2,4-triazol-1-yl)methyl)thio)-2-methyl-phenoxy)acetate